2,4,4'-trimethoxytolan COC1=C(C=CC(=C1)OC)C#CC1=CC=C(C=C1)OC